OC1(C(C(NC(N1[C@H]1C[C@H](O)[C@@H](CO)O1)=O)=O)(C)O)O 6-hydroxy-5,6-dihydroxythymidine